NC1=C2C(=NC=N1)N(N=C2C(=O)NC2=C(C(=C(C=C2)CC(=O)N(C)C)C)C)C2CN(CCC2)C(\C=C\CNC)=O (1S)-4-amino-N-[4-[2-(dimethylamino)-2-oxo-ethyl]-2,3-dimethyl-phenyl]-1-[1-[(E)-4-(methylamino)but-2-enoyl]-3-piperidyl]pyrazolo[3,4-d]pyrimidine-3-carboxamide